CC(C)(C1=CC=C(C=C1)O)C2=CC=C(C=C2)O 4,4'-bisphenol-a